N-(2,6-dioxo-3-piperidinyl)-2-methyl-3-pyrrolidinecarboxamide O=C1NC(CCC1NC(=O)C1C(NCC1)C)=O